7-(Hydroxymethyl)-8a-isopropyl-2-(2-((1-(methylsulfonyl)piperidin-4-yl)amino)-5-(trifluoromethyl)pyrimidin-4-yl)-6,7,8,8a-tetrahydro-4H-thieno[2,3-a]pyrrolizin-4-one OCC1CN2C(C3=C(C2(C1)C(C)C)SC(=C3)C3=NC(=NC=C3C(F)(F)F)NC3CCN(CC3)S(=O)(=O)C)=O